Docosanyltrimethylammonium Chlorid [Cl-].C(CCCCCCCCCCCCCCCCCCCCC)[N+](C)(C)C